(2R,3R,5S)-5-(((tert-butyldiphenylsilyl)oxy)methyl)-3-fluoro-3-methyltetrahydrofuran-2-ol [Si](C1=CC=CC=C1)(C1=CC=CC=C1)(C(C)(C)C)OC[C@@H]1C[C@@]([C@@H](O1)O)(C)F